COC(CNS(=O)(=O)C1=CC=C(C=C1)C)=O N-(2-methoxy-2-oxoethyl)4-methylbenzenesulfonamide